O=C1N(CC2=C3C(=CC=C12)C1(CCN(CC1)CC1=CC(=CC=C1)C=1SC=CN1)CO3)C3C(NC(CC3)=O)=O 3-(6-oxo-1'-(3-(thiazol-2-yl)benzyl)-6,8-dihydro-2H,7H-spiro[furo[2,3-e]isoindole-3,4'-piperidin]-7-yl)piperidine-2,6-dione